1-(6-bromoimidazo[1,2-a]pyridin-3-yl)ethan-1-one BrC=1C=CC=2N(C1)C(=CN2)C(C)=O